6-[3-(6-methyl-2-pyridyl)-1H-pyrazol-4-yl]-N-(2-morpholinoethyl)-1,5-naphthyridin-4-amine CC1=CC=CC(=N1)C1=NNC=C1C=1N=C2C(=CC=NC2=CC1)NCCN1CCOCC1